5-ethyl-N5-(2-methoxyethyl)pyridine-2,5-diamine C(C)C1(CC=C(N=C1)N)NCCOC